ClC=CC=C Chloro-Butadien